CC1=C(C2=C(N3C(COC2)=NN=C3C)S1)C1CCCCC3=C1C=CC=C3 2,9-dimethyl-3-(6,7,8,9-tetrahydro-5H-benzo[7]annulen-5-yl)-4H,6H-thieno[2,3-e][1,2,4]triazolo[3,4-c][1,4]oxazepine